C[N+](C)(C)CC1CO1 2,3-epoxypropyltrimethylammonium